C1(=CC=CC=C1)CC(C)[N+]1=NOC(=C1)[N-]C(NC1=CC(=CC=C1)C(F)(F)F)=O (3-(1-phenylpropan-2-yl)-1,2,3-oxadiazol-3-ium-5-yl)((3-(trifluoromethyl)phenyl)carbamoyl)amide